FC(S(=O)(=O)O[C@H](C(F)F)CO[Si](C)(C)C(C)(C)C)(F)F (S)-3-((tert-butyldimethylsilyl)oxy)-1,1-difluoropropan-2-yl trifluoromethanesulfonate